2-benzyl-3-(4-chlorophenoxy)-1,2-propanediol C(C1=CC=CC=C1)C(CO)(COC1=CC=C(C=C1)Cl)O